C1(CCCCC1)NC1=C(N(C2=CC=CC=C12)C)C(=O)N[C@@H](C)C1=CC=C(C(=O)O)C=C1 (S)-4-(1-(3-(cyclohexylamino)-1-methyl-1H-indole-2-carboxamido)ethyl)benzoic acid